OC=1C=NC=CC1NC=1SC([C@H](N1)C(=O)O)(C)C (R)-2-((3-hydroxypyridin-4-yl)amino)-5,5-dimethyl-4,5-dihydrothiazole-4-carboxylic acid